tert-butyl 2-(4-{[(2S,4R)-2-methyl-1-propionyl-1,2,3,4-tetrahydroquinolin-4-yl] amino} phenyl)-5,6-dihydroimidazo[1,2-a]pyrazine-7(8H)-carboxylate C[C@@H]1N(C2=CC=CC=C2[C@@H](C1)NC1=CC=C(C=C1)C=1N=C2N(CCN(C2)C(=O)OC(C)(C)C)C1)C(CC)=O